CC1=CC(=NN1)NC1=NC(=NC2=CC(=CC=C12)CN1CCOCC1)NC1CC2CCCC(C1)N2CCC#N 3-((3-exo)-3-((4-((5-methyl-1H-pyrazol-3-yl)amino)-7-(morpholinomethyl)quinazolin-2-yl)amino)-9-azabicyclo[3.3.1]nonan-9-yl)propionitrile